ClC=1C(=C(C(=CC1)C(F)F)C1=CN=CC(=N1)C(=O)NC=1C=NN(C1)CC=1C=NC(=NC1)N1C(CCC1)CNC[C@@H](C)O)F 6-(3-Chloro-6-(difluoromethyl)-2-fluorophenyl)-N-(1-((2-(2-((((R)-2-hydroxypropyl)amino)methyl)pyrrolidin-1-yl)pyrimidin-5-yl)methyl)-1H-pyrazol-4-yl)pyrazine-2-carboxamide